4-[2-[5-(4-methoxyphenyl)-1H-pyrazol-4-yl]ethenyl]-6-(trifluoromethyl)-1H-pyrimidin-2-one COC1=CC=C(C=C1)C1=C(C=NN1)C=CC1=NC(NC(=C1)C(F)(F)F)=O